CN1C(CC1)(C(=O)N1CCN(CC1)C=1C=2N(C=C(C1)S(=O)(=O)NC1(CC1)C)C(=NC2)C=2SC(=NN2)C(F)(F)F)C 8-(4-(1,2-dimethylazetidine-2-carbonyl)piperazin-1-yl)-N-(1-methylcyclopropyl)-3-(5-(trifluoromethyl)-1,3,4-thiadiazol-2-yl)imidazo[1,5-a]pyridine-6-sulfonamide